CC1=C(OC2=C(C=C(C=C2C1=O)C)[C@@H](C)NC=1C(=NC=CC1)C(=O)OC)C1=CC=CC=C1 Methyl 3-[[(1R)-1-(3,6-dimethyl-4-oxo-2-phenyl-chromen-8-yl)ethyl]amino]pyridine-2-carboxylate